1-(2-(2,6-difluoro-4-(3-(1-(5-(methoxymethyl)pyrimidin-2-yl)piperidin-4-yl)propoxy)phenyl)acetyl)azetidine-3-carbaldehyde FC1=C(C(=CC(=C1)OCCCC1CCN(CC1)C1=NC=C(C=N1)COC)F)CC(=O)N1CC(C1)C=O